COC(C1=CC=C(C=C1)[C@H]1O[C@H]([C@@H]([C@H]([C@@H]1OCC1=CC2=CC=CC=C2C=C1)OCC1=CC2=CC=CC=C2C=C1)OCC1=CC=CC=C1)OC)=O 4-((2r,3r,4s,5r,6r)-5-(benzyloxy)-6-methoxy-3,4-bis(naphthalen-2-ylmethoxy)tetrahydro-2H-pyran-2-yl)benzoic acid methyl ester